N-{(3R,4S)-4-fluoro-1-[5-(2',3,6,6'-tetrafluoro[1,1'-biphenyl]-2-yl)-4,5-dihydro-1,2-oxazol-3-yl]pyrrolidin-3-yl}methanesulfonamide F[C@@H]1[C@@H](CN(C1)C1=NOC(C1)C1=C(C(=CC=C1F)F)C1=C(C=CC=C1F)F)NS(=O)(=O)C